(S)-(2-chlorophenyl)(phenyl)methanol ClC1=C(C=CC=C1)[C@@H](O)C1=CC=CC=C1